CN([C@@H]1CN(CC1)C(=O)C=1C=C2C(=NNC2=CC1)C#CC1=C(C=CC=C1)OC(F)(F)F)C (S)-(3-(dimethylamino)pyrrolidin-1-yl)(3-((2-(trifluoromethoxy)phenyl)ethynyl)-1H-indazol-5-yl)methanone